BrC=1C=NN(C1C1=C(C2=CC3=CC4=CC=CC=C4C=C3C=C2C=C1CCCCCO)C#N)C1OCCCC1 (4-bromo-1-(tetrahydro-2H-pyran-2-yl)-1H-pyrazol-5-yl)-3-(5-hydroxypentyl)-1-naphthacenenitrile